[Cu].[Zn].[Pt] Platinum zinc copper